CC(C(=O)OCC)(C)OC1=C(C=C(C=C1)CN1N=CN(C1=O)C1=CC=C(C=C1)OC(F)(F)F)OC(F)(F)F Ethyl 2-methyl-2-(4-((5-oxo-4-(4-(trifluoromethoxy)phenyl)-4,5-dihydro-1H-1,2,4-triazol-1-yl)methyl)-2-(trifluoromethoxy)phenoxy)propionate